N3-[4-chloro-3-(trifluoromethyl)phenyl]-N4-(4-fluorophenyl)-1,1-dioxo-1,2,5-thiadiazole-3,4-diamine ClC1=C(C=C(C=C1)NC1=NS(N=C1NC1=CC=C(C=C1)F)(=O)=O)C(F)(F)F